(2r,3r)-2-(3,4,5-trihydroxyphenyl)-3,4-dihydro-2H-chromen-3,5,7-triol OC=1C=C(C=C(C1O)O)[C@H]1OC=2C=C(C=C(C2C[C@H]1O)O)O